(1S,3s,5r)-8-((5,7-dimethyl-1H-indol-4-yl)methyl)-3-ethoxy-8-azabicyclo[3.2.1]octane CC=1C(=C2C=CNC2=C(C1)C)CN1[C@@H]2CC(C[C@H]1CC2)OCC